C(CC(C)C)N1CCC2(OC3(CC3)C(N(C2)C(C)C)=O)CC1 8-Isopentyl-12-isopropyl-4-oxa-8,12-diazadispiro[2.1.5.3]tridecan-13-on